BrC=1C=C2C3(CN(C2=CC1)C(=O)C=1C=C(C=CC1)S(=O)(=O)NC1CC(C1)O)CCC1(CC3)CC1 3-(5''-bromodispiro[cyclopropane-1,1'-cyclohexane-4',3''-indoline]-1''-carbonyl)-N-(3-hydroxycyclobutyl)benzenesulfonamide